5-bromo-4-fluoro-2-(4-fluoro-1-methyl-1H-pyrazol-3-yl)-N,N-dimethylbenzamide BrC=1C(=CC(=C(C(=O)N(C)C)C1)C1=NN(C=C1F)C)F